4-[2-amino-5-(3,4-difluorophenyl)-4-ethyl-3-pyridinyl]phenol NC1=NC=C(C(=C1C1=CC=C(C=C1)O)CC)C1=CC(=C(C=C1)F)F